4-(5-(benzyloxy)-3-fluoropyridin-2-yl)piperazine-1-carboxylic acid tert-butyl ester C(C)(C)(C)OC(=O)N1CCN(CC1)C1=NC=C(C=C1F)OCC1=CC=CC=C1